1-cyclopentyl-4-(2-(5-phenyl-1,3,4-thiadiazol-2-yl)ethyl)piperazine-2,3-dione C1(CCCC1)N1C(C(N(CC1)CCC=1SC(=NN1)C1=CC=CC=C1)=O)=O